FC(CN1C(=NC2=C1C=C(C=C2)C2=CNC=1N=C(N=CC12)NC1CCC(CC1)N1C(CCC1)=O)C)F 1-((1s,4s)-4-((5-(1-(2,2-difluoroethyl)-2-methyl-1H-benzo[d]imidazol-6-yl)-7H-pyrrolo[2,3-d]pyrimidin-2-yl)amino)cyclohexyl)pyrrolidin-2-one